C1(CC1)C1=NC2(NC3=CC=CC=C13)C1=CC=CC=C1C=1C=CC=CC12 4'-cyclopropyl-1'H-spiro[fluorene-9,2'-quinazoline]